C(CCCCCCCCCCCCCCC)(=O)C(C/C=C/[C@H]([C@H](CO)N)O)CCCCCCCCCCC D-7-palmitoylsphingosine